FC(C12CC(C1)(C2)C2=NC(=CN1C2=NC(=C(C1=O)C)C)[C@@H]1C[C@@H](OCC1)C1=CN(C(C=C1)=O)C)F 9-[3-(difluoromethyl)-1-bicyclo[1.1.1]pentanyl]-7-[(2R,4S)-2-(6-keto-1-methyl-3-pyridyl)tetrahydropyran-4-yl]-2,3-dimethyl-pyrazino[1,2-a]pyrimidin-4-one